Rel-N-(6-amino-5-methyl-3-pyridyl)-2-[(2R,4S,5R)-4-Isopropoxy-5-methyl-2-phenyl-1-piperidyl]-2-oxo-acetamide NC1=C(C=C(C=N1)NC(C(=O)N1[C@H](C[C@@H]([C@@H](C1)C)OC(C)C)C1=CC=CC=C1)=O)C |o1:12,14,15|